1-((2-((R)-3-Cyclohexyl-2-methylpropanoyl)-5-hydroxy-2-azaspiro[5.5]undecan-5-yl)methyl)-4-phenyl-5-(piperazin-1-carbonyl)pyridin-2(1H)-on C1(CCCCC1)C[C@H](C(=O)N1CC2(C(CC1)(O)CN1C(C=C(C(=C1)C(=O)N1CCNCC1)C1=CC=CC=C1)=O)CCCCC2)C